CC1=CC(=C(C=C1)C)C(=O)C 2,5-dimethylacetophenone